(1S,2R,3R,5R)-tert-butyl 3-((6-(4-(4-cyano-1H-imidazol-1-yl)-2-hydroxyphenyl) pyridazin-3-yl) (methyl) amino)-2-fluoro-8-azabicyclo[3.2.1]Octane-8-carboxylate C(#N)C=1N=CN(C1)C1=CC(=C(C=C1)C1=CC=C(N=N1)N([C@H]1[C@H]([C@@H]2CC[C@H](C1)N2C(=O)OC(C)(C)C)F)C)O